(S)-tert-butyl 39-(tert-butoxycarbonyl)-2,2-dimethyl-4,10,13,23,33,41-hexaoxo-3,6,17,20,27,30-hexaoxa-5,9,14,24,34,40-hexaazaoctapentacontan-58-oate C(C)(C)(C)OC(=O)[C@H](CCCCNC(CCOCCOCCNC(CCOCCOCCNC(CCC(NCCONC(OC(C)(C)C)=O)=O)=O)=O)=O)NC(CCCCCCCCCCCCCCCCC(=O)OC(C)(C)C)=O